C(C1=CC=CC=C1)NC1CC(C(C1)C(=O)OC)C(=O)OC Dimethyl 4-(benzylamino)cyclopentane-1,2-dicarboxylate